naphthalene-1,2-dicarboxylic chloride C=1(C(=CC=C2C=CC=CC12)C(=O)Cl)C(=O)Cl